N-[4-(2,6-diisopropylphenyl)-6-(4-piperazin-1-ylphenoxy)pyrimidin-2-yl]-1-methyl-pyrazole-4-sulfonamide C(C)(C)C1=C(C(=CC=C1)C(C)C)C1=NC(=NC(=C1)OC1=CC=C(C=C1)N1CCNCC1)NS(=O)(=O)C=1C=NN(C1)C